2-(pyridin-4-yl)-5,6-dihydro-7H-pyrrolo[3,4-d]pyrimidin-7-one N1=CC=C(C=C1)C=1N=CC2=C(N1)C(NC2)=O